O=[SiH2] oxo-silane